methyl (1-(4-(hydroxymethyl)-2-methoxybenzyl)-7-(((5-methyl-1,2,4-oxadiazol-3-yl)methyl)amino)-1H-pyrazolo[4,3-d]pyrimidin-5-yl)carbamate OCC1=CC(=C(CN2N=CC=3N=C(N=C(C32)NCC3=NOC(=N3)C)NC(OC)=O)C=C1)OC